FC=1C=CC2=C(C=C(O2)C=2N=C3N(C=CC(=C3)C#N)C2NC)C1 2-(5-Fluoro-1-benzo-furan-2-yl)-3-(methyl-amino)imidazo[1,2-a]pyridine-7-carbonitrile